C(#N)C1=C(C=CC=C1OC=1C(=C2C(N(C=NC2=CC1)C)=O)C)NS(=O)(=O)CCC N-{2-Cyano-3-[(3,5-dimethyl-4-oxo-3,4-dihydroquinazolin-6-yl)oxy]phenyl}propane-1-sulfonamide